Ethyl ({[4-({4-[4-amino-2-butyl-1-(3,4,5,6-tetrahydro-2H-pyran-4-ylmethyl)thieno[3,2-b]imidazo[4,5-d]pyridin-7-yl]hexahydropyridin-1-yl}carbonyl)cyclohexyl]methyl}oxy)acetate NC1=C2C(=C3C(=N1)C=C(S3)C3CCN(CC3)C(=O)C3CCC(CC3)COCC(=O)OCC)N(C(=N2)CCCC)CC2CCOCC2